2-((4-(Benzyloxy)-3-cyclobutylphenyl)amino)-2-methylpropanenitrile C(C1=CC=CC=C1)OC1=C(C=C(C=C1)NC(C#N)(C)C)C1CCC1